FC1=C(OC=2N=CC(=NC2)NC([C@H](C)N2CC(N(CC2)C(=O)C=2N=C(C(NC2)=O)CO)(C)C)=O)C=CC(=C1)F (S)-N-(5-(2,4-difluorophenoxy)pyrazin-2-yl)-2-(4-(6-(hydroxymethyl)-5-oxo-4,5-dihydropyrazine-2-carbonyl)-3,3-dimethylpiperazin-1-yl)propanamide